4-chloro-8-phenyl-benzofuro[3,2-d]pyrimidine ClC=1C2=C(N=CN1)C1=C(O2)C=CC(=C1)C1=CC=CC=C1